(S)-3-bromo-2-chloro-6,7,7a,8,10,11-hexahydro-9H-pyrazino[1,2-d]pyrido[3,2-b][1,4]oxazepin BrC1=CC=2OCC[C@@H]3N(C2N=C1Cl)CCNC3